O(C1=CC=CC=C1)[B] Phenoxyboron